BrC=1C=C(C=NC1)C1(COCC1)O 3-(5-bromopyridin-3-yl)tetrahydrofuran-3-ol